ClC1CC(C1)NS(=O)(=O)CCC N-[(1s,3s)-3-chlorocyclobutyl]propane-1-sulfonamide